BrC1=CC2=CN(C=C3C2=C2C(=CN(C=C12)CCCN1CCOCC1)C=C3NCCN3CCCC3)CCCN3CCOCC3 4-bromo-2,7-bis(3-morpholinopropyl)-9-((2-(pyrrolidin-1-yl)ethyl)amino)benzo[lmn][3,8]phenanthroline